Cl.COC1=C(C=C(C=C1)OC)CC(C)N 1-(2,5-dimethoxyphenyl)propan-2-amine hydrochloride